3-{2-[(1R)-8-chloro-1-ethyl-1H,2H,3H-cyclopenta[c]cinnolin-7-yl]ethynyl}-1-[(3S,5R)-5-(methoxymethyl)-1-(prop-2-enoyl)pyrrolidin-3-yl]-5-(methylamino)pyrazole-4-carboxamide ClC1=CC=2C3=C(N=NC2C=C1C#CC1=NN(C(=C1C(=O)N)NC)[C@@H]1CN([C@H](C1)COC)C(C=C)=O)CC[C@H]3CC